(±)-ethyl 2-[4-(3-cyanotetrahydrofuran-3-yl)phenyl]-2-methyl-propanoate C(#N)[C@]1(COCC1)C1=CC=C(C=C1)C(C(=O)OCC)(C)C |r|